CC1=CN=CC(=N1)N1CCNCC1 6-methyl-2-(piperazin-1-yl)pyrazine